CN(C(C(C)C)=O)C N,N-dimethyl-2-methylpropanamide